4-(2,2-dioxido-3,4-dihydropyrido[2,1-c][1,2,4]thiadiazin-9-yl)phenol O=S1(N=C2N(CC1)C=CC=C2C2=CC=C(C=C2)O)=O